NC1=NN(C2=C(C=C(C(=C12)OC1=C(C=CC(=C1)F)Cl)NC(C1=CC(=CC(=C1)F)Cl)=O)Cl)C N-(3-amino-7-chloro-4-(2-chloro-5-fluorophenoxy)-1-methyl-1H-indazol-5-yl)-3-chloro-5-fluorobenzamide